ClC1(C(C1)CS(=O)(=O)NCC1=C(C=C(C=C1)C1=NOC(=N1)C(F)(F)F)F)Cl 1-(2,2-dichlorocyclopropyl)-N-[[2-fluoro-4-[5-(trifluoromethyl)-1,2,4-oxadiazol-3-yl]phenyl]methyl]methanesulfonamide